OC[C@@H]1CC[C@H](CC1)COS(=O)(=O)C1=CC=C(C=C1)C (trans-4-(hydroxymethyl)cyclohexyl)methyl-4-methylbenzenesulfonate